CC(CN1C=NC=2C(=NC=3C=CC=CC3C21)N)C 1-(2-methylpropyl)-1H-imidazo(4,5-C)quinolin-4-amine